CN1C(N(C=C1)CC1=C(C=CC=C1)F)C 1,2-dimethyl-3-(2-fluorobenzyl)imidazole